S-(2-hydroxyethyl)-(S)-((9-amino-4-ethyl-8-fluoro-4-hydroxy-3,14-dioxo-3,4,12,14-tetrahydro-1H-pyrano[3',4':6,7]indolizino[1,2-b]quinolin-11-yl)methyl)carbamothioate OCCS=C(NCC1=C2C(=NC=3C=C(C(=CC13)N)F)C1=CC3=C(C(N1C2)=O)COC([C@]3(O)CC)=O)[O-]